C(#N)C1=CC=C2C(=CNC2=C1F)C1=NC(=NC=C1CC)N[C@@H]1CN(CCC1)C(=O)OC(C)(C)C Tert-butyl (3S)-3-[[4-(6-cyano-7-fluoro-1H-indol-3-yl)-5-ethyl-pyrimidin-2-yl]amino]piperidine-1-carboxylate